N-methyl-3-(4-trifluoromethylphenyl)-3-phenyl-1-propanamine hydrochloride Cl.CNCCC(C1=CC=CC=C1)C1=CC=C(C=C1)C(F)(F)F